(S)-3-((1H-imidazo[4,5-c]pyridin-1-yl)methyl)-3-methylcyclohexane-1-one N1(C=NC=2C=NC=CC21)C[C@@]2(CC(CCC2)=O)C